FC1=NC(=CC=C1N1CCN(CC1)CC=1C=CC=2C=3C(C(NC2C1)=O)=COC3)C(NC)=O 7-((4-(2-fluoro-6-(methylcarbamoyl)pyridin-3-yl)piperazin-1-yl)methyl)furo[3,4-c]quinolin-4(5H)-one